6-CHLORO-5-METHOXY-1H-INDOLE-3-CARBALDEHYDE ClC1=C(C=C2C(=CNC2=C1)C=O)OC